C(#N)C=1C=C(C=CC1)C1=CC(=NC(=N1)NC1CC1)C=1N=NN(C1)CC1=CC=CC(=N1)N1[C@H](CCC1)C(=O)O (R)-1-[6-({4-[6-(m-cyanophenyl)-2-(cyclopropylamino)-4-pyrimidinyl]-1H-1,2,3-triazol-1-yl}methyl)-2-pyridinyl]-2-pyrrolidinecarboxylic acid